(S)-6-(1-(7-acryloyl-7-azaspiro[3.5]nonan-2-yl)-5-methyl-1H-pyrazol-4-yl)-4-(2-hydroxy-1-(pyridin-2-yl)ethoxy)-pyrazolo[1,5-a]pyridine-3-carbonitrile C(C=C)(=O)N1CCC2(CC(C2)N2N=CC(=C2C)C=2C=C(C=3N(C2)N=CC3C#N)O[C@H](CO)C3=NC=CC=C3)CC1